3-((4,4-bis(octyloxy)butanoyl)oxy)-2-((((1-(2-hydroxyethyl)azetidin-3-yl)-(methyl)carbamoyl)oxy)methyl)propyl (9Z,12Z)-octadeca-9,12-dienoate C(CCCCCCC\C=C/C\C=C/CCCCC)(=O)OCC(COC(CCC(OCCCCCCCC)OCCCCCCCC)=O)COC(N(C)C1CN(C1)CCO)=O